tert-Butyl ((5-((4'-fluoro-5-(methylthio)-[1,1'-biphenyl]-3-yl)thio)thiazol-2-yl)methyl)carbamate FC1=CC=C(C=C1)C1=CC(=CC(=C1)SC)SC1=CN=C(S1)CNC(OC(C)(C)C)=O